N-[5-(2,6-difluoro-4-methoxyphenyl)-1-methyl-2-[4-(4-methylpiperazin-1-yl)-3-(trifluoromethyl)pyridin-2-yl]-3-oxo-2,3-dihydro-1H-pyrazol-4-yl]-4-(difluoromethoxy)benzamide FC1=C(C(=CC(=C1)OC)F)C1=C(C(N(N1C)C1=NC=CC(=C1C(F)(F)F)N1CCN(CC1)C)=O)NC(C1=CC=C(C=C1)OC(F)F)=O